F[C@@H]1[C@H](CNC1)NC1=CC=CC(=N1)C1=CN=C2N1C=CC(=C2)C(=O)NC 3-(6-(((3S,4S)-4-fluoropyrrolidin-3-yl)amino)pyridin-2-yl)-N-methylimidazo[1,2-a]pyridine-7-carboxamide